C(C)(C)(C)OC(=O)N1CCC(CC1)OC1=C(C2=C(OCCO2)C=C1)F 4-[(5-fluoro-2,3-dihydro-1,4-benzodioxin-6-yl)oxy]piperidine-1-carboxylic acid tert-butyl ester